FC1=CC2=C(C(C3=C(SC2)C2=C(C=C3)C=CS2)O)C=C1 9-fluoro-6,11-dihydrobenzo[e]thieno[3',2':5,6]benzo[1,2-b]thiepin-6-ol